N-(4-(((3-(2-aminopyrimidin-5-yl)-5-morpholinophenyl)sulfonyl)methyl)phenyl)methanesulfonamide NC1=NC=C(C=N1)C=1C=C(C=C(C1)N1CCOCC1)S(=O)(=O)CC1=CC=C(C=C1)NS(=O)(=O)C